C1(CCCC1)OC=1C=C(C=CC1OC)C1=CN=CC(=N1)C=1CB(OC1)O 4-(6-(3-(cyclopentyloxy)-4-methoxyphenyl)pyrazin-2-yl)-1,2-oxaborol-2-ol